m-hydroxybenzene OC=1C=CC=CC1